CC=1C=C(C=CC1OC1=CC2=C(N(C=N2)C)C=C1)NC1=NC=NC2=CC=C3C(=C12)OC[C@@H]1N(CCN3C1)C(C=C)=O 1-((3R)-13-((3-methyl-4-((1-methyl-1H-benzo[d]imidazol-5-yl)oxy)phenyl)amino)-2,3,5,6-tetrahydro-4H-3,7-methano[1,4,7]oxadiazonino[2,3-f]quinazolin-4-yl)prop-2-en-1-one